C(C)C1=C(NC2=CC=C(C=C12)C1CCN(CC1)CC=1OC=CN1)C1=C2C(=NC=C1)NN=C2 2-((4-(3-ethyl-2-(1H-pyrazolo[3,4-b]pyridin-4-yl)-1H-indol-5-yl)piperidin-1-yl)methyl)oxazole